C12(C(=O)CC(CC1)C2(C)C)CS(=O)(=O)O.[N+](=O)([O-])C2=C(C=CC=C2)N2C(=CC=C2)C=CC=NN\C(=N\[H])\N (E)-N-[1-(2-nitrophenyl)-1H-pyrrol-2-yl-allylideneamino]-guanidine (+)-camphor-10-sulfonate